2-((6-(5-cyanopyrazin-2-ylamino)-3-(trifluoromethyl)pyridazin-4-ylamino)methyl)morpholin-4-ium 2,2,2-trifluoroacetate FC(C(=O)[O-])(F)F.C(#N)C=1N=CC(=NC1)NC1=CC(=C(N=N1)C(F)(F)F)NCC1C[NH2+]CCO1